ethyl 9H-pyrido[3,4-b]indole-6-carboxylate C1=NC=CC2=C1NC1=CC=C(C=C21)C(=O)OCC